N(=C=O)SN=C=O diisocyanato sulfide